ClC=1C=C(C=CC1Cl)C=1N(C(=CC(C1C(=O)O)=O)CN1N=C(C=C1)OCCC)CC 2-(3,4-dichlorophenyl)-1-ethyl-4-oxo-6-[(3-propoxypyrazol-1-yl)methyl]pyridine-3-carboxylic acid